(R)-1-ethyl-5-oxopyrrolidin-3-yl methanesulfonate CS(=O)(=O)O[C@H]1CN(C(C1)=O)CC